(1R,5S,6R)-6-({[2-(trifluoromethyl)pyridin-3-yl]oxy}methyl)-3-azabicyclo[3.1.0]hexane hydrochloride Cl.FC(C1=NC=CC=C1OCC1[C@H]2CNC[C@@H]12)(F)F